OC=1C=C2CCC(C(C2=CC1)C1=CC=C(C=C1)N1CCC(CC1)N(C)CC1=CC=C(C=C1)NC1C(NC(CC1)=O)=O)C1=CC=CC=C1 3-((4-(((1-(4-(6-hydroxy-2-phenyl-1,2,3,4-tetrahydronaphthalen-1-yl)phenyl)piperidin-4-yl)(methyl)amino)methyl)phenyl)amino)piperidine-2,6-dione